(2s,5r)-4-(1-(4-fluorophenyl)-3-methoxy-3-oxopropyl)-2,5-dimethylpiperazine-1-carboxylic acid tert-butyl ester C(C)(C)(C)OC(=O)N1[C@H](CN([C@@H](C1)C)C(CC(=O)OC)C1=CC=C(C=C1)F)C